O-sulfoserine S(=O)(=O)(O)OC[C@H](N)C(=O)O